3-isopropyl-1-toluenesulfonyl-1H-pyrrolo[3,2-b]pyridine-5-ol C(C)(C)C1=CN(C=2C1=NC(=CC2)O)S(=O)(=O)CC2=CC=CC=C2